C(C)OC1O[C@H]2C[C@@]34[C@H](C([C@H]([C@]2(O1)C)C4)(C)C)CC[C@H]3C (1R,3S,7R,8R,10S,13R)-5-ethoxy-7,9,9,13-tetramethyl-4,6-dioxatetracyclo[6.5.1.01,10.03,7]tetradecane